hexa-chloroosmium Cl[Os](Cl)(Cl)(Cl)(Cl)Cl